Tert-butyl N-[(E)-3-fluoro-2-[[2-(2-methyl sulfonylethyl)-1-oxo-3,4-dihydroisoquinolin-6-yl]oxymethyl]allyl]carbamate F/C=C(\CNC(OC(C)(C)C)=O)/COC=1C=C2CCN(C(C2=CC1)=O)CCS(=O)(=O)C